C(C)OC=1C=C(C=CC1)C(=O)N1CCC(CC1)CCCCNC(=O)C=1C=CC=2N(C1)C=CN2 N-(4-{1-[(3-ethoxyphenyl)carbonyl]piperidin-4-yl}butyl)imidazo[1,2-a]pyridine-6-carboxamide